N-(4-aminobutyl)-N-tetradecyl-1,4-butanediamine NCCCCN(CCCCN)CCCCCCCCCCCCCC